(3ar,7as)-hexahydroisobenzofuran-1,3-dione C1(OC([C@@H]2CCCC[C@H]12)=O)=O